1-(4-Methoxybenzyl)-4-(2-nitropropan-2-yl)pyrrolidin-2-one COC1=CC=C(CN2C(CC(C2)C(C)(C)[N+](=O)[O-])=O)C=C1